(1s,4s)-4-(4-(3-amino-6-(2,5-dimethyl-1,2,3,4-tetrahydroisoquinolin-7-yl)pyrazin-2-yloxy)-1H-pyrazol-1-yl)-1-methylcyclohexanol NC=1C(=NC(=CN1)C1=CC(=C2CCN(CC2=C1)C)C)OC=1C=NN(C1)C1CCC(CC1)(O)C